8-(2-(((R)-1-(5-chloro-6-oxo-1,6-dihydropyridazin-4-yl)pyrrolidin-3-yl)oxy)pyridin-4-yl)-8-azabicyclo[3.2.1]octane-3-carbonitrile ClC1=C(C=NNC1=O)N1C[C@@H](CC1)OC1=NC=CC(=C1)N1C2CC(CC1CC2)C#N